iodo-L-thyronine IN[C@@H](CC1=CC=C(C=C1)OC1=CC=C(C=C1)O)C(=O)O